allyltrioctylammonium C(C=C)[N+](CCCCCCCC)(CCCCCCCC)CCCCCCCC